C(#N)C1=C(C=NC=C1)OC[C@@H]1CN(CCO1)C(=O)OC(C)(C)C tert-butyl (2S)-2-{[(4-cyanopyridin-3-yl)oxy]methyl}morpholine-4-carboxylate